2,4,6-tris(3,1-benzoxazin-4-one-2-yl)naphthalene N1=C(OC(C2=C1C=CC=C2)=O)C2=CC1=CC=C(C=C1C(=C2)C2=NC1=C(C(O2)=O)C=CC=C1)C1=NC2=C(C(O1)=O)C=CC=C2